CC=1N=C(SC1C)NC(=O)C=1C(=NC(=CC1)C)NCCCCCCCNC(OC(C)(C)C)=O tert-butyl (7-((3-((4,5-dimethylthiazol-2-yl)carbamoyl)-6-methylpyridin-2-yl)amino)heptyl)carbamate